4-(2-chlorobenzyl)-2-(4-methylpiperidine-1-carbonyl)imidazo[1,2-a]quinazolin-5(4H)-one ClC1=C(CN2C=3N(C4=CC=CC=C4C2=O)C=C(N3)C(=O)N3CCC(CC3)C)C=CC=C1